[Si](C)(C)(C(C)(C)C)OCC1=NC=CC2=C1C=C(O2)I 4-(((tert-butyldimethylsilyl)oxy)methyl)-2-iodofuro[3,2-c]pyridine